BrC1=C(C=C2C(=NC(=NC2=C1F)OC1CCN(CC1)C)N1CCC2(CN(C2)C(=O)OC(C)(C)C)CC1)Cl tert-butyl 7-{7-bromo-6-chloro-8-fluoro-2-[(1-methylpiperidin-4-yl) oxy] quinazolin-4-yl}-2,7-diazaspiro[3.5]nonane-2-carboxylate